N-methyl-N-(methylsulfonyl)-2-(4-nitrophenyl)acetamide CN(C(CC1=CC=C(C=C1)[N+](=O)[O-])=O)S(=O)(=O)C